N[C@H](C(=O)NC1=CC=C2C(=C1)NC(C21CCOCC1)=O)C1CCCCC1 (2S)-2-amino-2-cyclohexyl-N-(2-oxospiro[indoline-3,4'-tetrahydropyran]-6-yl)acetamide